COC=1C=C(CN2C=NC3=CC(=CC=C3C2=O)C2=CC=NC=C2)C=CC1 3-(3-Methoxybenzyl)-7-(pyridin-4-yl)quinazolin-4(3H)-one